C(C)(C)(C)OC(=O)NC=1C(=C(C=C2C=C(N=CC12)NC(=O)OC1CCC1)C1=C(C2=C(OCCN2C(=O)OC(C)(C)C)N=C1)C)F tert-Butyl 7-[8-(tert-butoxycarbonylamino)-3-(cyclobutoxycarbonylamino)-7-fluoro-6-isoquinolyl]-8-methyl-2,3-dihydropyrido[2,3-b][1,4]oxazine-1-carboxylate